ClC1=C(C=CC=C1)C1=NC(=CC2=CC=CC=C12)C(=O)N(C(CC)C)C 1-(2-Chlorophenyl)-N-methyl-N-(1-methylpropyl)-3-isoquinolinecarboxamide